2-amino-6-(2-methoxy-5-methylphenyl)-7H-pyrrolo[3,4-b]pyridin-5-one NC1=CC=C2C(=N1)CN(C2=O)C2=C(C=CC(=C2)C)OC